The molecule is a 3-hydroxy fatty acyl-CoA(4-) oxoanion arising from deprotonation of the phosphate and diphosphate OH groups of 3-hydroxytetracosanoyl-CoA; the major species at pH 7.3. It is a 3-hydroxy fatty acyl-CoA(4-) and an 11,12-saturated fatty acyl-CoA(4-). It is a conjugate base of a 3-hydroxytetracosanoyl-CoA. CCCCCCCCCCCCCCCCCCCCCC(CC(=O)SCCNC(=O)CCNC(=O)[C@@H](C(C)(C)COP(=O)([O-])OP(=O)([O-])OC[C@@H]1[C@H]([C@H]([C@@H](O1)N2C=NC3=C(N=CN=C32)N)O)OP(=O)([O-])[O-])O)O